1,2-dichloroethane indium tribromide [Br-].[Br-].[Br-].[In+3].ClCCCl